C(C)(C)(C)OC(=O)N[C@H]1CN(CC[C@@H]1F)C1=NC=2N(C=C1)N=CC2C(=O)O 5-[(3S,4S)-3-(tert-Butoxycarbonylamino)-4-fluoro-1-piperidyl]pyrazolo[1,5-a]pyrimidine-3-carboxylic acid